N-(2-(5-bromo-3-methylpyrazin-2-yl)propan-2-yl)-2-methylpropane-2-sulfinamide BrC=1N=C(C(=NC1)C(C)(C)NS(=O)C(C)(C)C)C